5-chloro-N-(2,4-dimethoxybenzyl)-2,4-difluoro-N-(1,2,4-thiadiazol-5-yl)benzenesulfonamide ClC=1C(=CC(=C(C1)S(=O)(=O)N(C1=NC=NS1)CC1=C(C=C(C=C1)OC)OC)F)F